2-(2-Hydroxyethyl)-3-((3-methoxyphenyl)amino)-3-(trifluoromethyl)-3,4-dihydroisoquinolin-1(2H)-one OCCN1C(C2=CC=CC=C2CC1(C(F)(F)F)NC1=CC(=CC=C1)OC)=O